5-(((((S)-1-ethoxy-1-oxopropan-2-yl)amino)(phenoxy)phosphoryl)methyl)benzo[b]thiophene-2-carboxylic acid C(C)OC([C@H](C)NP(=O)(OC1=CC=CC=C1)CC1=CC2=C(SC(=C2)C(=O)O)C=C1)=O